OCC1=NC=CC(=C1)CN1C[C@@H](CCC1)N1S(C=CC1)(=O)=O (R)-2-(1-((2-(hydroxymethyl)pyridin-4-yl)methyl)piperidin-3-yl)-2,3-dihydroisothiazole 1,1-dioxide